NC=1C2=C(N=CN1)N(C(=C2C2=CC=C(C=C2)OC2=CC=CC=C2)C#CC2CCN(CC2)C(C=C)=O)[C@H](CO)C (S)-1-(4-((4-amino-7-(1-hydroxypropan-2-yl)-5-(4-phenoxyphenyl)-7H-pyrrolo[2,3-d]pyrimidin-6-yl)ethynyl)piperidin-1-yl)prop-2-en-1-one